(3R,5R)-3-((benzyloxy)methyl)-5-(2,6-dichloropyridin-4-yl)morpholine C(C1=CC=CC=C1)OC[C@H]1N[C@@H](COC1)C1=CC(=NC(=C1)Cl)Cl